(1S,2R,3S,5R)-3-(2-(aminomethyl)-4-chlorobenzyl)-5-(4-methyl-7H-pyrrolo[2,3-d]pyrimidin-7-yl)cyclopentane-1,2-diol NCC1=C(C[C@@H]2[C@H]([C@H]([C@@H](C2)N2C=CC3=C2N=CN=C3C)O)O)C=CC(=C1)Cl